COC=1C(=C2C=CN(C2=C(C1)C)C(=O)OC(C)(C)C)CN1C(CN(CC1)CC(F)(F)F)C1=CC(=C(C=C1)C(=O)OC)C tert-Butyl 5-methoxy-4-((2-(4-(methoxycarbonyl)-3-methylphenyl)-4-(2,2,2-trifluoroethyl)piperazin-1-yl)methyl)-7-methyl-1H-indole-1-carboxylate